4-[2-(4-aminopiperidin-1-yl)-5-(6-ethoxypyridin-3-yl)-1-methyl-6-oxopyrimidin-4-yl]-2-fluorobenzonitrile NC1CCN(CC1)C=1N(C(C(=C(N1)C1=CC(=C(C#N)C=C1)F)C=1C=NC(=CC1)OCC)=O)C